FC(OC=1C=C(CN2C=CC3=CC(=CC=C23)NC(C=C)=O)C=CC1)(F)F N-(1-(3-(trifluoromethoxy)benzyl)-1H-indol-5-yl)acrylamide